5-amino-N-(1H-indol-4-ylmethyl)pyrazolo[1,5-a]pyridine-3-carboxamide NC1=CC=2N(C=C1)N=CC2C(=O)NCC2=C1C=CNC1=CC=C2